N-(phenylsulfonyl)-5-(1H-pyrazol-1-yl)-2-naphthamide C1(=CC=CC=C1)S(=O)(=O)NC(=O)C1=CC2=CC=CC(=C2C=C1)N1N=CC=C1